C(#N)[C@H]1N(CCC1)C(CN(C=O)C=O)=O (S)-N-(2-(2-cyanopyrrolidin-1-yl)-2-oxoethyl)-N-formylformamide